5-bromo-3-formyl-1H-indazole-6-carbonitrile BrC=1C=C2C(=NNC2=CC1C#N)C=O